3-Bromo-2-isopropylpyridine BrC=1C(=NC=CC1)C(C)C